C1(=CC=CC=C1)[Sn](C1=CC=CC=C1)(C1=CC=CC=C1)C1=CC=CC=C1 tetra-phenyl-tin